8-Chloro-N-(4-(2,2,2-trifluoroethyl)cyclohexyl)-5,6-dihydrobenzo[f]imidazo[1,5-d][1,4]oxazepine-10-carboxamide ClC1=CC(=CC=2C=3N(CCOC21)C=NC3)C(=O)NC3CCC(CC3)CC(F)(F)F